CC(=C)C1=CC(=CC=C1)OCCCC α-methyl-m-butoxystyrene